[Si](C)(C)(C(C)(C)C)OC1(CC(C1)O)C(F)(F)F 3-{[tert-Butyl(dimethyl)silyl]oxy}-3-(trifluoromethyl)cyclobutan-1-ol